(3R,4R)-N-[(3S,4R)-6-cyano-3-hydroxy-3-methyl-chroman-4-yl]-4-(4,4-diethyl-2-imino-6-oxo-hexahydropyrimidin-1-yl)-3-(methoxymethyl)chromane-6-carboxamide C(#N)C=1C=C2[C@H]([C@](COC2=CC1)(C)O)NC(=O)C=1C=C2[C@@H]([C@@H](COC2=CC1)COC)N1C(NC(CC1=O)(CC)CC)=N